CC(=C)C(CCC(C(CC)C)=O)C 2,3,7-trimethylnonene-6-aldehyde